((2R,5S)-5-(4-chlorobenzyl)-4-(piperidin-4-yl)morpholin-2-yl)methyl dimethyl-carbamate hydrochloride Cl.CN(C(OC[C@H]1CN([C@H](CO1)CC1=CC=C(C=C1)Cl)C1CCNCC1)=O)C